(2S,4R)-1-[(2S)-2-[4-[2-(4,4-dimethyl-1-piperidyl)ethyl]triazol-1-yl]-3,3-dimethyl-butanoyl]-4-hydroxy-N-methyl-pyrrolidine-2-carboxamide CC1(CCN(CC1)CCC=1N=NN(C1)[C@H](C(=O)N1[C@@H](C[C@H](C1)O)C(=O)NC)C(C)(C)C)C